formamidocarboxylate C(=O)NC(=O)[O-]